L-Glutaminamide HCl Cl.N[C@@H](CCC(N)=O)C(=O)N